CC=1C=C(OCC(=O)N2CCN(CC2)S(=O)(=O)C=2C=C3C(C(NC3=CC2)=O)=O)C=CC1 5-((4-(2-(3-methylphenoxy)acetyl)piperazin-1-yl)sulfonyl)indoline-2,3-dione